tert-butyl (2-(3,5-dichloro-4-((6'-methyl-2'-oxospiro[cyclobutane-1,3'-indolin]-5'-yl)oxy)phenyl)-3,5-dioxo-2,3,4,5-tetrahydro-1,2,4-triazin-6-yl)carbamate ClC=1C=C(C=C(C1OC=1C=C2C3(C(NC2=CC1C)=O)CCC3)Cl)N3N=C(C(NC3=O)=O)NC(OC(C)(C)C)=O